C(C)(C)(C)OC(NC1CN(C1)C1=NC(=NC=C1F)C1=NN(C(=C1)C1=NOC=C1)CC1=C(C=CC=C1)F)=O (1-(5-fluoro-2-(1-(2-fluorobenzyl)-5-(isoxazol-3-yl)-1H-pyrazol-3-yl)pyrimidin-4-yl)azetidin-3-yl)carbamic acid tert-butyl ester